N-cyclopropyl-4-[7-(2,2-difluoroethoxy)imidazo[1,2-a]pyridin-3-yl]-2-(difluoromethoxy)-6-methoxy-benzamide C1(CC1)NC(C1=C(C=C(C=C1OC)C1=CN=C2N1C=CC(=C2)OCC(F)F)OC(F)F)=O